C12(CC3CC(CC(C1)C3)C2)C2=CC(=CC=3C1=C(B(OC32)OC(C)C)C=CC=C1)[Si](C)(C)CCC(C)(C)C (4-(1-adamantyl)-6-isopropoxy-benzo[c][1,2]benzoxaborinin-2-yl)(3,3-dimethylbutyl)dimethylsilane